tert-butyl 4-(isopropylamino)piperidine-1-carboxylate C(C)(C)NC1CCN(CC1)C(=O)OC(C)(C)C